C(C)OC(C(F)(F)C1CC[C@H](N1C(=O)OC(C)(C)C)C(=O)OC)=O 1-(tertbutyl) 2-methyl (2S)-5-(2-ethoxy-1,1-difluoro-2-oxoethyl)pyrrolidine-1,2-dicarboxylate